C1(=CC=CC=C1)NCCC1(COC1)C1=CC=CC=C1 N-phenyl-2-(3-phenyloxetan-3-yl)ethylamine